(E)-N-((1H-benzo[d][1,2,3]triazol-1-yl)(1-(4-chloro-3-fluorophenyl)-2-oxo-1,9-diazaspiro[5.5]undecan-9-yl)methylene)-4-fluorobenzamide N1(N=NC2=C1C=CC=C2)\C(=N\C(C2=CC=C(C=C2)F)=O)\N2CCC1(CCCC(N1C1=CC(=C(C=C1)Cl)F)=O)CC2